(3H-Benzo[e]-indol-2-yl)-pyridin-4-yl-methanone C1=C(NC=2C=CC3=C(C12)C=CC=C3)C(=O)C3=CC=NC=C3